ClC1=C(C(=O)NC2=C3C=NN(C3=CC=C2)C=2C=NC(=CC2)C(F)(F)F)C(=CC=C1CNC(C(C)(C)C)=O)Cl 2,6-Dichloro-3-{[(2,2-dimethylpropanoyl)amino]methyl}-N-{1-[6-(trifluoromethyl)pyridin-3-yl]-1H-indazol-4-yl}benzamide